tert-butyl ((3S,4S)-3-isocyanato-3'-methyl-2,3,4,5-tetrahydro-[1,1'-biphenyl]-4-yl)carbamate N(=C=O)[C@H]1CC(=CC[C@@H]1NC(OC(C)(C)C)=O)C1=CC(=CC=C1)C